FC1=C2C(C=C(NC2=CC(=C1)F)C=1C=C(C#N)C=CC1SC1=NN=NN1C)=O 3-(5,7-difluoro-4-oxo-1,4-dihydroquinolin-2-yl)-4-((1-methyl-1H-tetrazol-5-yl)thio)benzonitrile